N[C@H](C(=O)NC1=CC(=C(C=C1)CO[Si](C)(C)C(C)(C)C)I)CCCNC(=O)N (2S)-2-amino-N-[4-[[tert-butyl(dimethyl)silyl]oxymethyl]-3-iodo-phenyl]-5-ureido-pentanamide